Cl.N1(C=NC=C1)S(=O)(=O)N=[N+]=[N-] 1H-imidazole-1-sulfonylazide hydrochloride